C12(CC3CC(CC(C1)C3)C2)NC2=N\C(\C(N2C)=O)=C/C2=CC3=C(NC=N3)C=C2 (5Z)-2-(1-Adamantylamino)-5-(1H-benzimidazol-5-ylmethylene)-3-methyl-imidazol-4-one